2,4-diisopropylbenzene C(C)(C)C1=CC=CC(=C1)C(C)C